NC1=NC=NN2C1=C(C(=C2CO[Si](C)(C)C(C)(C)C)Br)C2=CC=C(C(=O)NCC(F)(F)F)C=C2 4-(4-amino-6-bromo-7-(((tert-butyldimethylsilyl)oxy)methyl)pyrrolo[2,1-f][1,2,4]triazin-5-yl)-N-(2,2,2-trifluoroethyl)benzamide